2,4,6-trihydroxy-5-methoxyl-pyrimidine OC1=NC(=C(C(=N1)O)OC)O